FC=1C=C2C(C(NC2=C2C1OCC2)=O)=O 5-fluoro-7,8-dihydrofuro[2,3-g]indole-2,3-dione